(4-(bis(4-methoxybenzyl)amino)-6-(bromomethyl)-2-butoxypyrimidin-5-yl)carbamic acid tert-butyl ester C(C)(C)(C)OC(NC=1C(=NC(=NC1CBr)OCCCC)N(CC1=CC=C(C=C1)OC)CC1=CC=C(C=C1)OC)=O